COC(NC=1N=C(C2=C(N1)C(=NN2CC2=C(C=C(C=C2)CO)OC)CO[Si](C)(C)C(C)(C)C)NCCCC)=O (7-(butylamino)-3-(((tert-butyldimethylsilyl)oxy)methyl)-1-(4-(hydroxymethyl)-2-methoxybenzyl)-1H-pyrazolo[4,3-d]Pyrimidin-5-yl)carbamic acid methyl ester